C(C)(C)(C)OC(=O)N1CC2(CC1C)CC=1C(=CN=C(C1)N(C)C)O2 5-(dimethylamino)-5'-methyl-3H-spiro[furo[2,3-c]pyridine-2,3'-pyrrolidine]-1'-carboxylic acid tert-butyl ester